ClC=1N=C(C2=C(N1)NC=C2C#N)Cl 2,4-dichloro-7H-pyrrolo[2,3-d]pyrimidine-5-carbonitrile